C(C)(C)N1N=CC=2C1=NC(=NC2)C(=O)O 1-i-propyl-1H-pyrazolo[3,4-d]pyrimidine-6-carboxylic acid